2-((5-methoxy-7-methyl-1H-indol-4-yl)methyl)-2H-pyrazolo[3,4-b]-pyridine-6-carbonitrile COC=1C(=C2C=CNC2=C(C1)C)CN1N=C2N=C(C=CC2=C1)C#N